C(CCC)NC(N(C)C1=NC2=CC(=CC=C2N=C1)C=1C=NC(=CC1)OCCCN(C)C)=O 3-butyl-1-(7-(6-(3-(dimethylamino)propoxy)pyridin-3-yl)quinoxalin-2-yl)-1-methylurea